OCC(CNC(=O)N1CC(OCC1)CC1=CC=C(C=C1)OC)CC1=CC=C(C=C1)OC(F)(F)F N-[2-(hydroxymethyl)-3-[4-(trifluoromethoxy)phenyl]propyl]-2-[(4-methoxyphenyl)methyl]morpholine-4-carboxamide